CC1=CC=C(C=C1)C1=NC=NC=N1 4-methyl-phenyl-1,3,5-triazin